methyl sulfate S(=O)(=O)(OC)[O-]